n-Propyltrieth-oxysilan C(CC)[Si](OCC)(OCC)OCC